BrC1=NN2C(N=C(C=C2N2C[C@H](N(C[C@@H]2CC)C(=O)OC(C)(C)C)CC)Cl)=C1 tert-butyl (2R,5S)-4-(2-bromo-5-chloropyrazolo[1,5-a]pyrimidin-7-yl)-2,5-diethylpiperazine-1-carboxylate